2-(5-(cyclopropylmethyl)-4-(3-fluoro-4-sulfamoylbenzyl)-3-(3-(2-(5-methylthiophen-2-yl)cyclopropyl)phenyl)-1H-pyrazol-1-yl)thiazole-4-carboxylic acid C1(CC1)CC1=C(C(=NN1C=1SC=C(N1)C(=O)O)C1=CC(=CC=C1)C1C(C1)C=1SC(=CC1)C)CC1=CC(=C(C=C1)S(N)(=O)=O)F